1,5-anhydro-2,4-dideoxy-2-(6-(4-(difluoromethoxy)benzyl)-4,5-dimethyl-1-oxo-1,3-dihydro-2H-isoindol-2-yl)-L-threo-pentitol FC(OC1=CC=C(CC2=C(C(=C3CN(C(C3=C2)=O)[C@H]2COCC[C@@H]2O)C)C)C=C1)F